(4-(ethylsulfonyl)phenyl)methanone C(C)S(=O)(=O)C1=CC=C(C=C1)C=O